1-(4-fluoro-2-methyl-phenyl)piperazine FC1=CC(=C(C=C1)N1CCNCC1)C